6-[(S)-1-acryloyl-3-(2,3-dichloro-6-fluorophenyl)-3-pyrrolidinylamino]-3-isopropyl-5-methyl-4(3H)-quinazolinone C(C=C)(=O)N1C[C@](CC1)(C1=C(C(=CC=C1F)Cl)Cl)NC=1C(=C2C(N(C=NC2=CC1)C(C)C)=O)C